C1=2SC=CC2NC(=C1)C(=O)NC1CC(CC1)CCNC(=O)C1=CC=CN2C(NN=C12)=O N-[2-(3-{2-thia-6-azabicyclo[3.3.0]octa-1(5),3,7-trien-7-ylcarbonylamino}cyclopentyl)ethyl]-3-oxo-2,3-dihydro-1,2,3a-triaza-7-indenecarboxamide